C(C)(=O)N1CCN(CC1)C1=CC=C(C=C1)NC1=NC=C(C(=N1)NCCCOC)C(=O)N 2-(4-(4-acetylpiperazin-1-yl)phenylamino)-4-(3-methoxy-propylamino)pyrimidine-5-carboxamide